2-hydroxy-4-acetoxyethoxy-benzophenone OC1=C(C(=O)C2=CC=CC=C2)C=CC(=C1)OCCOC(C)=O